BrC1=NN(C(=C1)S(=O)(=O)Cl)C 3-bromo-1-methyl-1H-pyrazole-5-sulfonyl chloride